ClC=1C(=C(C=CC1OCCO)C=1[C@@H](CCNN1)C)F (5R)-(-)-6-[3-chloro-2-fluoro-4-(2-hydroxyethoxy)phenyl]-5-methyl-4,5-dihydro-2H-pyridazine